(Z)-5-Phenylmethylene-3-(4-pyridyl)-2-thiaimidazolidin-4-one C1(=CC=CC=C1)\C=C/1\C(N(SN1)C1=CC=NC=C1)=O